(S)-3-(3-chloro-4-fluorophenyl)-1-ethyl-1-((2-methyl-1-oxo-1,2-dihydroisoquinolin-4-yl)methyl)urea ClC=1C=C(C=CC1F)NC(N(CC1=CN(C(C2=CC=CC=C12)=O)C)CC)=O